1-[(S)-1-(2-bromo-5-trifluoromethyl-phenyl)-ethyl]-3-spiro[3.3]hept-2-yl-urea BrC1=C(C=C(C=C1)C(F)(F)F)[C@H](C)NC(=O)NC1CC2(C1)CCC2